CC1=C(C=CC=C1C)C1CCN(CC1)C(CN1N=C(C2=C1CCC2)C(=O)N2C[C@@H]([C@H](CC2)O)F)=O 1-(4-(2,3-dimethylphenyl)piperidin-1-yl)-2-(3-((3S,4S)-3-fluoro-4-hydroxypiperidine-1-carbonyl)-5,6-dihydrocyclopenta[c]pyrazol-1(4H)-yl)ethanone